(4-bromophenyl)(imidazo[1,2-a]pyridin-3-yl)methanone BrC1=CC=C(C=C1)C(=O)C1=CN=C2N1C=CC=C2